C(C)(C)(C)C=1C=C(N=NC1C1=C(C=C(C=C1)C(F)(F)F)O)NC(CNC)=O N-(5-(tert-butyl)-6-(2-hydroxy-4-(trifluoromethyl)phenyl)pyridazin-3-yl)-2-(methylamino)acetamide